F[C@@H]1C[C@@H](N(C1)C)COC=1C=CC(=C(C(=O)NC2(CC2)C2=CC=CC3=CC=CC=C23)C1)C 5-(((2R,4R)-4-Fluoro-1-methylpyrrolidin-2-yl)methoxy)-2-methyl-N-(1-(naphthalene-1-yl)cyclopropyl)benzamide